C(C)OC(=O)C(=NOC(=[N+](C)C)N(C)C)C#N O-((ethoxycarbonyl)cyano-methyleneamino)-N,N,N',N'-tetramethyluronium